methanesulfonyl-[2,2-bis(diphenylphosphino)-1,1-binaphthyl] CS(=O)(=O)C1C(C(=C2C=CC=CC2=C1)C1=CC=CC2=CC=CC=C12)(P(C1=CC=CC=C1)C1=CC=CC=C1)P(C1=CC=CC=C1)C1=CC=CC=C1